tert-butyl (4-(1-(2-(fluoromethyl)-1H-imidazol-1-yl)ethyl)phenyl)carbamate FCC=1N(C=CN1)C(C)C1=CC=C(C=C1)NC(OC(C)(C)C)=O